5-chloro-3-hydroxy-8-((1-methyl-1H-indol-5-yl)sulfonyl)quinazoline-2,4(1H,3H)-dione ClC1=C2C(N(C(NC2=C(C=C1)S(=O)(=O)C=1C=C2C=CN(C2=CC1)C)=O)O)=O